C1(CCC1)C(C(C1(CCCC1)C)NC1=C(C(C1=O)=O)NC1=C(C(=NC=C1)C(=O)N(C)C)O)=O 4-((2-((2-cyclobutyl-1-(1-methylcyclopentyl)-2-oxoethyl)amino)-3,4-dioxocyclobut-1-en-1-yl)amino)-3-hydroxy-N,N-dimethylpicolinamide